O=C1NC(CCC1N1C(N(C2=C1C=CC(=C2)CCCOCCCN(C(OC(C)(C)C)=O)C)C)=O)=O Tert-butyl N-[3-[3-[1-(2,6-dioxo-3-piperidyl)-3-methyl-2-oxo-benzimidazol-5-yl]propoxy] propyl]-N-methyl-carbamate